C(C)(C)(C)N1N=C(C=C1NC=1C=2N(C=CN1)N=C(C2)C)[C@@H]2C[C@@H](CC2)O (1R,3S)-3-(1-(tert-butyl)-5-((2-methylpyrazolo[1,5-a]pyrazin-4-yl)amino)-1H-pyrazol-3-yl)cyclopentan-1-ol